(3R,4R)-4-amino-3-fluoropiperidine-1-carboxylic acid tert-butyl ester C(C)(C)(C)OC(=O)N1C[C@H]([C@@H](CC1)N)F